Cl.NC1CC2(CC(C2)CC(=O)OCC)C1 (Ra)-Ethyl 2-(6-aminospiro[3.3]heptan-2-yl)acetate hydrochloride